CC1(OB(OC1(C)C)C=1C=C2C=C(C=NC2=CC1)/C=C/C(=O)OC(C)(C)C)C tert-butyl (E)-3-(6-(4,4,5,5-tetramethyl-1,3,2-dioxaborolan-2-yl)quinolin-3-yl)acrylate